1'-((3,6-difluoro-4-oxo-4,5-dihydropyrrolo[1,2-a]quinoxalin-7-yl)methyl)-N,2-dimethyl-1',2',3',6'-tetrahydro-[3,4'-bipyridine]-6-carboxamide FC=1C=CN2C1C(NC1=C(C(=CC=C21)CN2CCC(=CC2)C=2C(=NC(=CC2)C(=O)NC)C)F)=O